tert-butyl 2-(5-fluoro-2-(3-nitro-4-(2-oxopiperidin-1-yl)benzamido) phenyl)acetate FC=1C=CC(=C(C1)CC(=O)OC(C)(C)C)NC(C1=CC(=C(C=C1)N1C(CCCC1)=O)[N+](=O)[O-])=O